5-(1,1-difluoroethyl)-2-iodo-1-(methoxymethoxy)-3-methylbenzene FC(C)(F)C=1C=C(C(=C(C1)OCOC)I)C